O=C1[C@H](C[C@@H]2N1CCN(C2)C2=NC=C(C#N)C=C2)CCCC2=C1N=CC=NC1=CC=C2 6-((7S,8aS)-6-oxo-7-(3-(quinoxalin-5-yl)propyl)hexahydropyrrolo[1,2-a]pyrazin-2(1H)-yl)nicotinonitrile